COC1=C(C=O)C=C(C(=C1)C)OC 2,5-dimethoxy-4-methylbenzaldehyde